(2'S,7R)-2-chloro-3-(methoxymethyl)-2'-methyl-spiro[4,5-dihydrothieno[2,3-c]pyran-7,4'-piperidine] ClC1=C(C2=C(S1)[C@@]1(C[C@@H](NCC1)C)OCC2)COC